ClC=1C=C(C=CC1)C(OC(=O)N[C@H](C(=O)O)CC1CCCCC1)C1(CC1)C1=CC(=CC=C1)Cl (2S)-2-((((3-chlorophenyl)(1-(3-chlorophenyl)cyclopropyl)methoxy)carbonyl)amino)-3-cyclohexylpropanoic acid